CN(C(OC(C)(C)C)=O)CC1=C(C=CC=C1)CN(C(=O)C1(CNCCC1)C)CC(NC=1C=C2C[C@]3(C(NC4=NC=CC=C43)=O)CC2=CC1)=O tert-Butyl methyl(2-((3-methyl-N-(2-oxo-2-(((R)-2'-oxo-1,1',2',3-tetrahydrospiro[indene-2,3'-pyrrolo[2,3-b]pyridin]-5-yl)amino)ethyl)piperidine-3-carboxamido)methyl)benzyl)carbamate